4-[2-amino-5-(4-pyridinyl)-3-pyridinyl]-N,N-dimethyl-benzamide NC1=NC=C(C=C1C1=CC=C(C(=O)N(C)C)C=C1)C1=CC=NC=C1